NCC1C(CC1)CN 1,2-diaminomethylcyclobutane